OC(C)(C)C1=CC=C(C=N1)C1=CC=C(CN2C=CC3=CC(=CC=C23)N2N=C(C=C2C)C(=O)N)C=C1 1-(1-(4-(6-(2-hydroxy-prop-2-yl)pyridin-3-yl)benzyl)-1H-indol-5-yl)-5-methyl-1H-pyrazole-3-carboxamide